2-(tert-butyl)-4-ethyl-2,3,4,6,7,8-hexahydro-5H-chromen-5-one C(C)(C)(C)C1OC=2CCCC(C2C(C1)CC)=O